C[C@]1([C@H](C1)C(F)(F)F)C(=O)N1CCC(CC1)=C |o1:1,2| ((1S*,2S*)-1-methyl-2-(trifluoromethyl)cyclopropyl)(4-methylenepiperidin-1-yl)methanone